IC=1C=C(CNC2=C3N=C(N(C3=NC(=N2)C=2SC=CC2)[C@@H]2OC[C@H]([C@H]2O)O)C#CC2=CC=CC=C2)C=CC1 (2R,3R,4R)-2-(6-((3-iodobenzyl)amino)-8-(phenylethynyl)-2-(thiophen-2-yl)-9H-purin-9-yl)tetrahydrofuran-3,4-diol